1-hexadecyl-2-(7Z,10Z,13Z,16Z-docosatetraenoyl)-glycero-3-phosphocholine CCCCCCCCCCCCCCCCOC[C@H](COP(=O)([O-])OCC[N+](C)(C)C)OC(=O)CCCCC/C=C\C/C=C\C/C=C\C/C=C\CCCCC